4-chloro-2-methyl-6-(tetrahydrofuran-3-yl)-7,8-dihydro-6H-[1,4]Oxazino[3,2-g]Quinazoline ClC1=NC(=NC2=CC3=C(C=C12)N(CCO3)C3COCC3)C